ClC=1C=CC2=C(C(=NCC3=C2N=C(N=C3)NC3=CC(=C(C(=O)NCCCC(=O)O)C=C3)OC)C3=C(C=CC=C3OC)F)C1 4-(4-((9-chloro-7-(2-fluoro-6-methoxyphenyl)-5H-benzo[c]pyrimido[4,5-e]azepin-2-yl)amino)-2-methoxybenzamido)butanoic acid